(+/-)-trans-methyl 3-((2-(2-chloro-5H-pyrrolo[2,3-b]pyrazin-7-yl)-6-(furan-2-yl) pyrimidin-4-yl)amino)bicyclo[2.2.2]octane-2-carboxylate ClC=1N=C2C(=NC1)NC=C2C2=NC(=CC(=N2)NC2C(C1CCC2CC1)C(=O)OC)C=1OC=CC1